5-(Methylsulfonyl)-1H-pyrazolo[3,4-b]pyridin CS(=O)(=O)C=1C=C2C(=NC1)NN=C2